[S-2].[Na+].[Na+] [34S]-sodium sulfide